N-benzyl-2-(2,5-dimethoxy-4-methylphenyl)ethylamine C(C1=CC=CC=C1)NCCC1=C(C=C(C(=C1)OC)C)OC